OC1=C(C=CC(=C1)OCCCCCCCCCCCC)C1=NC(=NC(=N1)C1=C(C=C(C=C1)C)C)C1=C(C=C(C=C1)C)C 2-(2-hydroxy-4-dodecyloxyphenyl)-4,6-bis(2,4-dimethylphenyl)-1,3,5-tri-azine